FC=1C=C(OC2=NC=C(C=N2)B(O)O)C=CC1 [2-(3-fluorophenoxy)pyrimidin-5-yl]boronic acid